(1S,3R)-3-((4-((1H-indazol-5-yl)ethynyl)-[2,4'-bipyrimidin]-2'-yl)amino)cyclopentanol N1N=CC2=CC(=CC=C12)C#CC1=NC(=NC=C1)C1=NC(=NC=C1)N[C@H]1C[C@H](CC1)O